2,2',3,4,4',5',6-heptabromodiphenyl ether C1=C(C(=CC(=C1Br)Br)Br)OC2=C(C(=C(C=C2Br)Br)Br)Br